2-[(1-oxo-4-{3-oxo-2H,3H-[1,2,4]triazolo[4,3-a]pyridin-6-yl}-2,3-dihydro-1H-isoindol-2-yl)methyl]prop-2-enenitrile O=C1N(CC2=C(C=CC=C12)C=1C=CC=2N(C1)C(NN2)=O)CC(C#N)=C